1-(Ethylsulfonyl)-4-(5H-imidazo[5,1-a]isoindol-5-yl)piperidin-3-ol C(C)S(=O)(=O)N1CC(C(CC1)C1N2C(C3=CC=CC=C13)=CN=C2)O